Benzyl (Z)-4-[2-(ethoxycarbonyl)-3-(tributylstannyl)but-2-en-1-yl]piperidine-1-carboxylate C(C)OC(=O)\C(\CC1CCN(CC1)C(=O)OCC1=CC=CC=C1)=C(\C)/[Sn](CCCC)(CCCC)CCCC